C(C=C)(=O)OCCCCCCOC1=CC=C(C(=O)OC2=C(C=C(C=C2)C2CCC(CC2)CCC)C(=NNCCCCCC)C=2SC3=C(N2)C=CC=C3)C=C1 (2-[1,3-benzothiazol-2-yl(hexyl)hydrazonomethyl]-4-(4-propylcyclohexyl)phenyl) 4-(6-prop-2-enoyloxyhexoxy)benzoate